1,6-hex-anedithiol C(CCCCCS)S